FC1(CCC(CC1)[C@@H](C=1OC2=C(N1)C=C(C=C2)[C@H](COC)N2C(N[C@H](C2)C(F)F)=O)NC(OCC2=CC=CC=C2)=O)F benzyl ((S)-(4,4-difluorocyclohexyl)(5-((R)-1-((R)-4-(difluoromethyl)-2-oxoimidazolidin-1-yl)-2-methoxyethyl)benzo[d]oxazol-2-yl)methyl)-carbamate